CC1=CC=CC2=C(C3=CC=CC=C3C(=C12)C(=O)OCCC(C)C)C(=O)OCCC(C)C 1-methyl-9,10-bis(isopentoxycarbonyl)anthracene